ClC1=CC=C(CN2C3(CN(C3)C=3C=NC=CC3)C(N(CC2=O)C(C)C)=O)C=C1 5-(4-chlorobenzyl)-8-isopropyl-2-(pyridin-3-yl)-2,5,8-triazaspiro[3.5]nonane-6,9-dione